OC1=C(C=O)C=CC(=C1)N1C2=CC=C(C=C2OC=2C=C(C=CC12)C)C 2-hydroxy-4-(3,7-dimethyl-10H-phenoxazin-10-yl)benzaldehyde